IC1=CC(=C(N)C=C1)N1CCC2(CC2)CC1 4-iodo-2-(6-azaspiro[2.5]oct-6-yl)aniline